[Sb](OF)([O-])([O-])=O perfluoro antimonate